CC(=CCCCC)O Hept-2-ene-2-ol